N-((2-(1-(tert-butyl)-1H-pyrazol-5-yl)pyridin-3-yl)methyl)-2-chloro-9-isopropyl-9H-purin-6-amine C(C)(C)(C)N1N=CC=C1C1=NC=CC=C1CNC1=C2N=CN(C2=NC(=N1)Cl)C(C)C